ClC1=NC(=C2N=C(N(C2=N1)C(F)F)C1=CC=NC=C1)N1CCOCC1 (2-chloro-9-(difluoromethyl)-8-(pyridin-4-yl)-9H-purin-6-yl)morpholine